tert-butyl 2-((5-octyl-1,2,4-oxadiazol-3-yl)methyl)acrylate C(CCCCCCC)C1=NC(=NO1)CC(C(=O)OC(C)(C)C)=C